8-[(1R)-1-[[2-(5-Amino-1,3,4-oxadiazol-2-yl)-3-pyridyl]amino]ethyl]-3,6-dimethyl-2-phenyl-chromen-4-one NC1=NN=C(O1)C1=NC=CC=C1N[C@H](C)C=1C=C(C=C2C(C(=C(OC12)C1=CC=CC=C1)C)=O)C